2-[4-[(dimethylamino)methyl]phenyl]-5,6-dihydroimidazo[4,5,1-jk][1,4]benzodiazepine-7(4H)-one CN(C)CC1=CC=C(C=C1)C1=NC2=CC=CC=3C(NCCN1C32)=O